2-(2-methoxy-5-methyl-4-(2-methyl-2,7-diazaspiro[3.5]nonan-7-yl)phenyl)-N4-(1-(methylsulfonyl)indolin-7-yl)-7H-pyrrolo[2,3-d]pyrimidine-2,4-diamine COC1=C(C=C(C(=C1)N1CCC2(CN(C2)C)CC1)C)C1(N=C(C2=C(N1)NC=C2)NC=2C=CC=C1CCN(C21)S(=O)(=O)C)N